C12(CC3CC(CC(C1)C3)C2)CN2CC3C(C2)C(CC3)CCNC=3N=NC(=CC3)C=3N(N=CC3C)C N-[2-[2-(1-adamantylmethyl)-3,3a,4,5,6,6a-hexahydro-1H-cyclopenta[c]pyrrol-4-yl]ethyl]-6-(2,4-dimethylpyrazol-3-yl)pyridazin-3-amine